[Cl-].C(CCCC)N1C=NC=C1 N-amyl-imidazole chloride salt